CC1(COC1)CSC 3-methyl-3-((methylthio)methyl)oxetane